tert-butyl 4-[1-(2,6-dibenzyloxy-3-pyridyl)-3-methyl-2-oxo-benzimidazol-5-yl]piperazine-1-carboxylate C(C1=CC=CC=C1)OC1=NC(=CC=C1N1C(N(C2=C1C=CC(=C2)N2CCN(CC2)C(=O)OC(C)(C)C)C)=O)OCC2=CC=CC=C2